(1S,2S)-N-(6-((2r,4S)-2-(6-cyclopropylimidazo[1,2-a]pyrimidin-2-yl)-4-hydroxypyrrolidin-1-yl)pyrimidin-4-yl)-2-(4-methylpyridin-2-yl)cyclopropane-1-carboxamide C1(CC1)C=1C=NC=2N(C1)C=C(N2)[C@@H]2N(C[C@H](C2)O)C2=CC(=NC=N2)NC(=O)[C@@H]2[C@H](C2)C2=NC=CC(=C2)C